FC(C1=C(C=C2CCCN(C2=C1)C=1C=2C=C(C(N(C2C=C(C1)OC)C)=O)C)C=1C=CC(=NC1)C(=O)NC)F 5-(7-(difluoromethyl)-7'-methoxy-1',3'-dimethyl-2'-oxo-1',2',3,4-tetrahydro-2H-[1,5'-biquinolin]-6-yl)-N-methylpicolinamide